C(C1=CC=CC=C1)N(C1CC(NCC1)=O)C 4-[benzyl-(methyl)amino]piperidin-2-one